FC(C(=O)NC1=NC=C(C=C1C#CC1=NN(C=C1)C)[N+](=O)[O-])(F)F 2,2,2-trifluoro-N-(3-((1-methyl-1H-pyrazol-3-yl)ethynyl)-5-nitro-pyridin-2-yl)acetamide